aminotaurine NNCCS(=O)(=O)O